BrC1C=CC=CC1(C)OCC 2-bromo-l-m-ethoxy-3-methylbenzene